1-methyl-5-((2S,6R)-6-methylmorpholin-2-yl)pyridin-2(1H)-one CN1C(C=CC(=C1)[C@H]1CNC[C@H](O1)C)=O